ethanesulfonic acid (ethanesulfonate) C(C)S(=O)(=O)O.C(C)S(=O)(=O)O